OC=1C=CC(NC1)=O 5-hydroxy-1H-pyridin-2-one